1-(2-(Dimethylamino)ethyl)-3-(5-(2-fluoro-5-((4-oxo-3,4-dihydrophthalazin-1-yl)methyl)phenyl)-1H-benzoimidazol-2-yl)urea CN(CCNC(=O)NC1=NC2=C(N1)C=CC(=C2)C2=C(C=CC(=C2)CC2=NNC(C1=CC=CC=C21)=O)F)C